C(#N)C1=C(OCC2=NC=CC(=N2)O[C@@H]2C[C@@H](N(CC2)CC2=NC3=C(N2C[C@@H]2OCC2)C=C(C=C3)C(=O)O)C)C=CC(=C1)F {[(2S,4S)-4-({2-[(2-Cyano-4-fluorophenoxy)methyl]pyrimidin-4-yl}oxy)-2-methylpiperidin-1-yl]methyl}-1-{[(2R)-oxetan-2-yl]methyl}-1H-1,3-benzodiazole-6-carboxylic acid